C(=O)OCC1=CC(=CC=C1)N1COC2(C1)CCNCC2 (3-{1-oxa-3,8-diazaspiro[4.5]decan-3-yl}phenyl)methyl formate